3-isopropyl-2-(8-methyl-[1,2,4]triazolo[1,5-a]pyridin-6-yl)-1,5,7,8-tetrahydro-6H-pyrrolo[2,3-g]isoquinoline-6-carboxylic acid tert-butyl ester C(C)(C)(C)OC(=O)N1CC=2C=C3C(=CC2CC1)NC(=C3C(C)C)C=3C=C(C=1N(C3)N=CN1)C